bromo-2-fluoro-3-methylbenzenesulfonyl chloride BrC1=C(C(=C(C=C1)S(=O)(=O)Cl)F)C